(2-methoxythiophen-3-yl) propylmethylsulfonate C(CC)CS(=O)(=O)OC1=C(SC=C1)OC